CC1=C(OC2=C1C=CC=C2)C(=O)C2=CC=C(C=C2)C (3-methylbenzofuran-2-yl)(p-tolyl)methanone